OC1(CCN(CC1)C1CCN(CC1)C(C=C)=O)CNC1=CC=C(C=C1)C1=CC2=C(N=CN=C2N2CCOCC2)N1 1-(4-hydroxy-4-(((4-(4-morpholino-7H-pyrrolo[2,3-d]pyrimidin-6-yl)phenyl)amino)methyl)-[1,4'-bipiperidin]-1'-yl)prop-2-en-1-one